C(C1=CC=CC=C1)OCC1=NN(C(N1C)=O)C1=CC(=C(C(=O)NC2=C(C=CC=C2C)C)C=C1F)OC(C)C1CCCCC1 4-{3-[(Benzyloxy)methyl]-4-methyl-5-oxo-4,5-dihydro-1H-1,2,4-triazol-1-yl}-2-(1-cyclohexylethoxy)-N-(2,6-dimethylphenyl)-5-fluorobenzamide